C1(CCC1)CN1C(N(C(C1=O)=O)C1CC2(CC(C2)OC2=NC=CC=C2C(=O)N)C1)=O 2-{[(αR)-6-[3-(cyclobutyl-methyl)-2,4,5-tri-oxoimidazolidin-1-yl]spiro[3.3]-heptan-2-yl]oxy}-pyridine-3-carboxamide